FC1=NN(C=C1C1=C2C=3C=CC=C(COC(NC4CC(N5C(N(C=6C=NC(N1)=C2C56)C)=O)C4)=O)C3)C 15-(3-fluoro-1-methyl-pyrazol-4-yl)-21-methyl-7-oxa-1,5,16,18,21-pentazahexacyclo[12.8.2.12,4.19,13.017,24.020,23]hexacosa-9,11,13(25),14,17(24),18,20(23)-heptaene-6,22-dione